P(OCCCCCCCCCCCCC)(OCCCCCCCCCCCCC)OC1=C(C=C(C(=C1)C)C(CCC)C1=CC(=C(C=C1C)OP(OCCCCCCCCCCCCC)OCCCCCCCCCCCCC)C(C)(C)C)C(C)(C)C tetratridecyl 4,4'-butylidenebis(2-tert-butyl-5-methylphenyl) diphosphite